C(C1=CC=CC=C1)SC=1C=C(C=2N(C1)C(=NC2)C(=O)N)Cl 6-(benzylthio)-8-chloroimidazo[1,5-a]pyridine-3-carboxamide